The molecule is a phosphatidylcholine 34:2 in which the acyl groups specified at positions 1 and 2 are (9Z)-octadecenoyl and (9Z)-hexadecenoyl respectively. It derives from an oleic acid and a palmitoleic acid. CCCCCCCC/C=C\\CCCCCCCC(=O)OC[C@H](COP(=O)([O-])OCC[N+](C)(C)C)OC(=O)CCCCCCC/C=C\\CCCCCC